1,3-bis(methylthio)propane CSCCCSC